NC1(CCN(CC1)C1=NC(=C2C(=N1)NN=C2C2=C(C1=C(N=C(S1)C)C=C2)Cl)C(=O)N)CC(F)F 6-(4-amino-4-(2,2-difluoroethyl)piperidin-1-yl)-3-(7-chloro-2-methylbenzo[d]thiazol-6-yl)-1H-pyrazolo[3,4-d]pyrimidine-4-carboxamide